NC[C@@H](O)C=1N=C(SC1)C1=C(C=C(C#N)C=C1)OC1=NC(=NC(=C1)C1=CC=CC=C1)C 4-[4-[(1R)-2-amino-1-hydroxyethyl]-1,3-thiazol-2-yl]-3-(2-methyl-6-phenylpyrimidin-4-yl)oxybenzonitrile